BrC1=C(C(=O)OC)C=CC(=C1)C1CC1 methyl 2-bromo-4-cyclopropyl-benzoate